2,2-bis[4-(β-hydroxyethoxy)phenyl]propane OCCOC1=CC=C(C=C1)C(C)(C)C1=CC=C(C=C1)OCCO